FC=1C=C(C=CC1)N1N=C(C=C(C1=O)C(=O)NC[C@@H](C(C)C)O)C1=CC=C(C=C1)C(F)(F)F |r| 2-(3-fluorophenyl)-N-[(2RS)-2-hydroxy-3-methylbutyl]-3-oxo-6-[4-(trifluoromethyl)phenyl]-2,3-dihydropyridazine-4-carboxamide